N[C@H]1CN(CCC1)CC=1C=C(C(=NC1)N)COC1=CC=C(C=C1)C=1NC2=NC=NC(=C2C1)N1CCOCC1 5-{[(R)-3-amino-1-piperidyl]methyl}-3-{[p-(4-morpholino-1H-1,5,7-triazainden-2-yl)phenoxy]methyl}-2-pyridinamine